(S)-1-[2-(Benzo[d]isoxazol-3-yl)-5-methylphenyl]-2-(pyridine-2-yl)ethan-1-amine hydrochloride Cl.O1N=C(C2=C1C=CC=C2)C2=C(C=C(C=C2)C)[C@H](CC2=NC=CC=C2)N